[N+](=O)([O-])C1=C(C=CC=C1)C1=NN=CN1 3-(2-Nitrophenyl)-4H-1,2,4-triazole